OC1=C(C=CC2=CC=CC=C12)C(=O)O 1-hydroxynaphthalene-2-carboxylic acid